N-(3-(pyrimido[1',6':1,5]pyrazolo[4,3-c][1,7]naphthyridin-6-ylamino)phenyl)acetamide C1=C2C=3C(C(=NC2=CN=C1)NC=1C=C(C=CC1)NC(C)=O)=C1N(N3)C=NC=C1